3-Iodo-4-methoxy-N-(4-((2-methylpiperidin-1-yl)sulfonyl)phenyl)benzimidamide IC=1C=C(C(NC2=CC=C(C=C2)S(=O)(=O)N2C(CCCC2)C)=N)C=CC1OC